5-fluoro-N-isopropyl-N-methyl-2-((4-(7-(((1r,4r)-4-(methylsulfonamido)cyclohexyl)methyl)-2,7-diazaspiro[3.5]nonan-2-yl)pyrimidin-5-yl)oxy)benzamide FC=1C=CC(=C(C(=O)N(C)C(C)C)C1)OC=1C(=NC=NC1)N1CC2(C1)CCN(CC2)CC2CCC(CC2)NS(=O)(=O)C